4-((5-(methylcarbamoyl)-1,3-benzodiazol-1-yl)methyl)phenylphosphonic acid CNC(=O)C1=CC2=C(N(C=N2)CC2=CC=C(C=C2)P(O)(O)=O)C=C1